2-(2-Chlorophenyl)-N-[2'-fluoro-3'-(propan-2-yloxy)-2-sulfamoylbiphenyl-4-yl]acetamide methyl-2-(chloromethyl)-1-((1-fluorocyclopropyl)methyl)-1H-benzo[d]imidazole-6-carboxylate COC(=O)C=1C=CC2=C(N(C(=N2)CCl)CC2(CC2)F)C1.ClC1=C(C=CC=C1)CC(=O)NC1=CC(=C(C=C1)C1=C(C(=CC=C1)OC(C)C)F)S(N)(=O)=O